2-[{6-[(1,3-benzothiazol-2-yl)amino]-5-methylpyridazin-3-yl}(hex-5-yn-1-yl)amino]-5-(3-{2-fluoro-4-[3-(methylamino)propyl]phenoxy}propyl)-1,3-thiazole-4-carboxylic acid S1C(=NC2=C1C=CC=C2)NC2=C(C=C(N=N2)N(C=2SC(=C(N2)C(=O)O)CCCOC2=C(C=C(C=C2)CCCNC)F)CCCCC#C)C